((((2S,5R)-7-oxo-2-(((propionyloxy) methyl) carbamoyl)-1,6-diazabicyclo[3.2.1]octan-6-yl) oxy) sulfonyl) 2-methylbenzoate CC1=C(C(=O)OS(=O)(=O)ON2[C@@H]3CC[C@H](N(C2=O)C3)C(NCOC(CC)=O)=O)C=CC=C1